6-((1S)-1-(5,7-difluoro-2-((4ar,8ar)-hexahydro-2H-pyrido[4,3-b][1,4]oxazin-6(5H)-yl)-1H-benzimidazol-1-yl)ethyl)-3-pyridinecarbonitrile FC1=CC2=C(N(C(=N2)N2C[C@@H]3[C@H](OCCN3)CC2)[C@@H](C)C2=CC=C(C=N2)C#N)C(=C1)F